(1R)-1-(3,3-difluorocyclobutyl)-2,2-difluoroethanamine hydrochloride Cl.FC1(CC(C1)[C@H](C(F)F)N)F